2-hydroxy-2-(1-methyl-1H-1,2,3-triazol-4-yl)acetonitrile OC(C#N)C=1N=NN(C1)C